N7-(8-fluoro-3-quinolyl)-2-(methoxymethyl)pyrazolo[1,5-a]pyrimidine-3,7-dicarboxamide FC=1C=CC=C2C=C(C=NC12)NC(=O)C1=CC=NC=2N1N=C(C2C(=O)N)COC